2-{5-[1-(tert-Butoxycarbonyl)piperidin-4-yl]-1,2-oxazol-3-yl}-3-methylbutanoic acid C(C)(C)(C)OC(=O)N1CCC(CC1)C1=CC(=NO1)C(C(=O)O)C(C)C